2-chloro-1-methylpyridin-1-ium ClC1=[N+](C=CC=C1)C